C[C@H]1NCCNC1 (2R)-2-methylpiperazin